C(=O)(OC(C)(C)C)N1C[C@H](CCC1)C(C)=O (S)-N-Boc-3-acetylpiperidine